vanadium sulfide [S-2].[V+5].[S-2].[S-2].[S-2].[S-2].[V+5]